C(C)(C)(C)OC1=NC=C(C(=N1)OC(C)(C)C)C=1C=C(C=2N(N1)C=CN2)N2C[C@@H](C(C2)(F)F)O (S)-1-(6-(2,4-di-tert-butoxypyrimidin-5-yl)imidazo[1,2-b]pyridazin-8-yl)-4,4-difluoropyrrolidin-3-ol